C1(CC1)C1=CC(=CC(=N1)CNC(=O)[C@@H]1C2CC(N1S(=O)(=O)C1=CC=C(C=C1)F)C2)C=2C=NC(=NC2)C(F)(F)F (2S)-N-[[6-cyclopropyl-4-[2-(trifluoromethyl)pyrimidin-5-yl]-2-pyridyl]methyl]-3-(4-fluorophenyl)sulfonyl-3-azabicyclo[2.1.1]hexane-2-carboxamide